FC1=C(C(=C(C(=C1[B-](C1=C(C(=C(C(=C1F)F)F)F)F)(C1=C(C(=C(C(=C1F)F)F)F)F)C1=C(C(=C(C(=C1F)F)F)F)F)F)F)F)F.C(CCCCC)[NH+](C)CCCCCC dihexyl-(methyl)ammonium tetrakis(pentafluorophenyl)borate